1-(tert-butylchlorophosphino)-5-chloro-1H-indole C(C)(C)(C)P(N1C=CC2=CC(=CC=C12)Cl)Cl